Cl.FC(C1=CSC2=C1OCC(C2)N)(F)F 3-(trifluoromethyl)-6,7-dihydro-5H-thieno[3,2-b]pyran-6-amine hydrochloride